C(C)(C)(C)OC(=O)N(CCCCCC1=CC=C2CCCN(C2=N1)C(=O)OC(C)(C)C)[C@H]1CNCC1 tert-butyl (R)-7-(5-((tert-butoxycarbonyl)(pyrrolidin-3-yl)amino)pentyl)-3,4-dihydro-1,8-naphthyridine-1(2H)-carboxylate